C(C1=CC=CC=C1)OC(=O)N(CC(CN1C(C2=CC=CC=C2C1=O)=O)=O)C[C@H]1N(CCC1)C(=O)OC(C)(C)C tert-Butyl (2S)-2-[[benzyloxycarbonyl-[3-(1,3-dioxoisoindolin-2-yl)-2-oxo-propyl]amino]methyl]pyrrolidine-1-carboxylate